3-Hydroxy-2-methylpropiophenone OCC(C(=O)C1=CC=CC=C1)C